2-(1-((5-(3-fluorophenyl)-2-nitro-pyridin-3-yl)oxy)ethyl)-N-methyl-1H-benzo[d]imidazole-4-carboxamide FC=1C=C(C=CC1)C=1C=C(C(=NC1)[N+](=O)[O-])OC(C)C1=NC2=C(N1)C=CC=C2C(=O)NC